6-(2-((6,6-dimethyl-2,4-dioxo-3-azabicyclo[3.1.0]hexan-3-yl)methyl)thieno[3,2-b]pyridin-7-yl)-4-methyl-5-((S)-2-methylpiperazine-1-carbonyl)picolinonitrile CC1(C2C(N(C(C12)=O)CC1=CC2=NC=CC(=C2S1)C1=C(C(=CC(=N1)C#N)C)C(=O)N1[C@H](CNCC1)C)=O)C